C(C)(=O)N1C(\C(\C2=CC(=CC=C12)[N+](=O)[O-])=C/1\C(N(/C(/S1)=N/C1=CC=C(C=C1)S(=O)(=O)NC(C)=O)C1=CC=CC=C1)=O)=O N-((4-(((Z)-5-((Z)-1-acetyl-5-nitro-2-oxoindolin-3-ylidene)-4-oxo-3-phenylthiazolidin-2-ylidene)amino)phenyl)sulfonyl)acetamide